C(CCCCCCCCCCCCCCC)(=O)N[C@@H](CCCCN)C(=O)N[C@@H](C(C)C)C(=O)N[C@@H](CCCCN)C(=O)O palmitoyl-lysylvalyl-lysine